FC(CNC1=CC=NC=N1)(F)F 6-((2,2,2-trifluoroethyl)amino)pyrimidin